Cl.[PH3]=O phosphine oxide hydrochloride